(S)-N-(3,4-dichloro-2-fluorophenyl)-6-(piperidin-3-yl)pyrido[3,4-d]pyrimidin-4-amine ClC=1C(=C(C=CC1Cl)NC=1C2=C(N=CN1)C=NC(=C2)[C@@H]2CNCCC2)F